C(C)(C)(C)C=1C=C(C=CC1O)C1(CC(CC(C1)C)(C)C)C1=CC(=C(C=C1)O)C(C)(C)C 1,1-bis(3-tert-butyl-4-hydroxyphenyl)-3,3,5-trimethylcyclohexane